1-propyl-2-methyl-imidazolium C(CC)N1C(=[NH+]C=C1)C